3-(2,2-difluorovinyl)-5-(4,4,5,5-tetramethyl-1,3,2-dioxaborolan-2-yl)pyridine FC(=CC=1C=NC=C(C1)B1OC(C(O1)(C)C)(C)C)F